CC1=C(\C=C/2\C(NC(C2)=O)=O)C=CC=C1 (E)-3-(2-methylbenzylidene)pyrrolidine-2,5-dione